N1N=CC2=CC(=CC=C12)\C(=C(/CCOC)\C1=CC=CC=C1)\C1=CC=C(C=C1)/C=C/C(=O)O (E)-3-(4-((E)-1-(1H-indazol-5-yl)-4-methoxy-2-phenylbut-1-en-1-yl)phenyl)acrylic acid